Sulfonyl-N-isopropyl-carbamic acid tert-butyl ester C(C)(C)(C)OC(NC(C=S(=O)=O)C)=O